FC1=C(C(=C(C=C1OC)OC)F)C1=CC2=C(N=C(N=C2)N[C@H]2[C@H](COC2)NC(C=C)=O)C(=N1)N1CC(C1)(F)F N-((3R,4S)-4-((6-(2,6-difluoro-3,5-dimethoxyphenyl)-8-(3,3-difluoroazetidin-1-yl)pyrido[3,4-d]pyrimidin-2-yl)amino)tetrahydrofuran-3-yl)acrylamide